C(C)(C)(C)OC(=O)N1[C@@H](CC(CC1)=O)C1=CC(=CC=C1)F.C1(CCC1)NC=1C(=NC=C(C1)C1CC1)C(=O)N(C1CNCC(C1)C(=O)N1CCOCC1)CC(C)C 3-(cyclobutylamino)-5-cyclopropyl-N-(2-methylpropyl)-N-[5-(morpholine-4-carbonyl)piperidin-3-yl]pyridine-2-carboxamide tert-butyl-(S)-2-(3-fluorophenyl)-4-oxopiperidine-1-carboxylate